(2S,5R)-1-benzoyl-5-propylpyrrolidine-2-carboxylic acid methyl ester COC(=O)[C@H]1N([C@@H](CC1)CCC)C(C1=CC=CC=C1)=O